The molecule is an organic radical derived from acetaldehyde. It has a role as a human xenobiotic metabolite. It derives from an acetaldehyde. C[C]=O